(RS)-4-(1-(6-chloropyridin-3-yl)ethyl)-5-fluoro-2,3-dimethyl-1-((2-(trimethylsilyl)ethoxy)methyl)-1H-indole-7-carbonitrile ClC1=CC=C(C=N1)[C@@H](C)C1=C2C(=C(N(C2=C(C=C1F)C#N)COCC[Si](C)(C)C)C)C |r|